C(C1=CC=CC=C1)=C1C(C(CCC1)=CC1=CC=CC=C1)=NO 2,6-dibenzylidenecyclohexanone oxime